COC(C1=CC(=C(C=C1)COC1=CC=C(C=C1)C=1N=C(OC1C)CC1=CC(=CC=C1)Cl)COCCO)=O.COC1=C(N)C=CC=C1 o-methoxyAniline Methyl-4-((4-(2-(3-chlorobenzyl)-5-methyloxazol-4-yl)phenoxy)methyl)-3-((2-hydroxyethoxy)methyl)benzoate